FC(C1=CC=C(C=N1)OCC1CCN(CC1)C(=O)N1C[C@@H]2[C@@H](OCC(N2)=O)CC1)(F)F (-)-(4aR,8aS)-6-(4-(((6-(Trifluoromethyl)pyridin-3-yl)oxy)methyl)piperidine-1-carbonyl)hexahydro-2H-pyrido[4,3-b][1,4]oxazin-3(4H)-one